CC1=C(C=CC=C1CO)C1=C(C(=CC=C1)CO)C (2,2'-dimethyl-[1,1'-biphenyl]-3,3'-diyl)dimethanol